F[C@H]1CN(CC[C@H]1NC1=CC=CC=2N1N=C(C2C=C)C#CCNC2=C(C=C(C=C2)S(=O)(=O)C)OC)C(C)=O 1-((3S,4R)-3-fluoro-4-((2-(3-((2-methoxy-4-(methylsulfonyl)phenyl)amino)prop-1-yn-1-yl)-3-vinylpyrazolo[1,5-a]pyridin-7-yl)amino)piperidin-1-yl)ethan-1-one